P(OOCC)(OOCC)Cl diethoxy chlorophosphite